P-dichlorobenzene ClC1C=CC(Cl)=CC=1